Cl.FC(CNN)(F)F (2,2,2-trifluoroethyl)hydrazine HCl salt